2'-amino-5-chloro-2,4'-difluoro-6'-(4-morpholinocyclohexyl)-N-(2-(trifluoromethyl)pyridin-4-yl)-[1,1'-biphenyl]-4-carboxamide NC1=C(C(=CC(=C1)F)C1CCC(CC1)N1CCOCC1)C1=C(C=C(C(=C1)Cl)C(=O)NC1=CC(=NC=C1)C(F)(F)F)F